(+)-(S)-4-[1-(2,3-dimethylphenyl)ethyl]-1H-imidazole CC1=C(C=CC=C1C)[C@H](C)C=1N=CNC1